C1(=CC=C(C=C1)P(O)(O)=O)P(O)(O)=O 1,4-phenylenediphosphonic acid